tert-butyl-((4-(3-cyanophenyl) pyridin-2-yl) carbamoyl) piperidine-1-carboxylate N1(CCCCC1)C(=O)OC(N(C1=NC=CC(=C1)C1=CC(=CC=C1)C#N)C(C)(C)C)=O